N-(4-methoxy-2-(2-(trifluoromethoxy)ethoxy)pyrimidin-5-yl)-7-methylquinolin-4-amine COC1=NC(=NC=C1NC1=CC=NC2=CC(=CC=C12)C)OCCOC(F)(F)F